ClC1=C(C=CC=2C=C3N(C12)CC(NC3)=O)Cl 6,7-dichloro-1,2-dihydropyrazino[1,2-a]indol-3(4H)-one